C(C)(C)(C)OC(=O)N(C12CC(C1)(C2)/C=C/C(=O)OC)C methyl (E)-3-(3-((tert-butoxycarbonyl)(methyl)amino)bicyclo[1.1.1]pentan-1-yl)acrylate